O=C1N(CCC(N1)=O)C1=NN(C2=CC(=CC=C12)C1CCN(CC1)CC1CCN(CC1)C1=C(C#N)C=CC=C1)C 2-(4-((4-(3-(2,4-dioxotetrahydropyrimidin-1(2H)-yl)-1-methyl-1H-indazol-6-yl)piperidin-1-yl)methyl)-piperidin-1-yl)benzonitrile